The molecule is a disaccharide that is alpha-D-galactopyranose in which the hydroxy group at position 3 has been converted into the corresponding alpha-D-glucopyranoside. It is a glycoside, an alpha-D-glucoside and a glycosylgalactose. It derives from an alpha-D-galactose. C([C@@H]1[C@@H]([C@@H]([C@H]([C@H](O1)O)O)O[C@@H]2[C@@H]([C@H]([C@@H]([C@H](O2)CO)O)O)O)O)O